Cl[C@H](C(=O)N(NC([C@H](CC(C)C)NC(=O)C=1NC2=CC=CC(=C2C1)F)=O)C[C@@H]1C(NCC1)=O)F N-((S)-1-(2-((R)-2-chloro-2-fluoroacetyl)-2-(((R)-2-oxopyrrolidin-3-yl)methyl)hydrazinyl)-4-methyl-1-oxopentan-2-yl)-4-fluoro-1H-indole-2-carboxamide